methyl (E)-11-[bis(tert-butoxycarbonyl)amino]undec-2-enoate C(C)(C)(C)OC(=O)N(CCCCCCCC/C=C/C(=O)OC)C(=O)OC(C)(C)C